iron (2+) chloride [Fe](Cl)Cl